8-[3'-(dibenzothiophene-4-yl)(1,1'-biphenyl-3-yl)]naphtho[1',2':4,5]furo[3,2-d]pyrimidine C1=CC=C(C=2SC3=C(C21)C=CC=C3)C=3C=C(C=CC3)C3=CC(=CC=C3)C3=C2C(=NC=N3)C3=C(O2)C=CC=2C=CC=CC23